2-(1,2-thiazol-4-yl)-2H-1,2,3-triazole-4-carboxylic acid Ethyl-2-(1,2-thiazol-4-yl)-2H-1,2,3-triazole-4-carboxylate C(C)OC(=O)C1=NN(N=C1)C=1C=NSC1.S1N=CC(=C1)N1N=CC(=N1)C(=O)O